FC1=CC=C(C=N1)C1CC(N(CC1)C12CC(C1)(C2)C2=CC=NC=C2)=O 4-(6-fluoropyridin-3-yl)-1-(3-(pyridin-4-yl)bicyclo[1.1.1]pentan-1-yl)piperidin-2-one